(S)-1-((6-methyl-2-(2-methyl-[1,1'-biphenyl]-3-yl)benzo[d]oxazol-5-yl)methyl)piperidine-2-carboxylic acid CC1=CC2=C(N=C(O2)C=2C(=C(C=CC2)C2=CC=CC=C2)C)C=C1CN1[C@@H](CCCC1)C(=O)O